2-(((2S,3S)-1-(((S)-1,1-bis(4-methoxyphenyl)propan-2-yl)amino)-3-methyl-1-oxopentan-2-yl)carbamoyl)-4-methoxypyridin-3-yl acetate C(C)(=O)OC=1C(=NC=CC1OC)C(N[C@H](C(=O)N[C@H](C(C1=CC=C(C=C1)OC)C1=CC=C(C=C1)OC)C)[C@H](CC)C)=O